FC1=CC(=C(C(=O)NC2=C(C=C(C(=C2)C=2C=NC(=CC2)N2CCOCC2)F)N2C[C@H](N(CC2)C)C)C=C1)C(F)(F)F |r| 4-fluoro-N-[4-fluoro-5-(6-morpholin-4-ylpyridin-3-yl)-2-[rac-(3R)-3,4-dimethylpiperazin-1-yl]phenyl]-2-(trifluoromethyl)benzamide